ClC1=CC=C(C=N1)CN1C=CC=C2C1=NC(N(C2=O)C2=CC(=CC=C2)F)=O 8-((6-chloropyridin-3-yl)methyl)-3-(3-fluorophenyl)pyrido[2,3-d]pyrimidine-2,4(3H,8H)-dione